CC(C)=NC(CCC)[SiH](OCC)OCC N-(1-methylethylidene)-3-methyl(diethoxysilyl)-1-propanamine